tert-butyl (4-((8-bromo-6-cyclopropylimidazo[1,2-a]pyridin-2-yl)methoxy)-6-chloropyridazin-3-yl)(tert-butoxycarbonyl)carbamate BrC=1C=2N(C=C(C1)C1CC1)C=C(N2)COC2=C(N=NC(=C2)Cl)N(C(OC(C)(C)C)=O)C(=O)OC(C)(C)C